(S)-1-(7-(6-(1,2-Dihydroxyethyl)pyridin-2-yl)-1-(4-(trifluoromethyl)phenyl)-1,2,3,5-tetrahydro-4H-benzo[e][1,4]diazepin-4-yl)-2-hydroxyethan-1-on O[C@H](CO)C1=CC=CC(=N1)C1=CC2=C(N(CCN(C2)C(CO)=O)C2=CC=C(C=C2)C(F)(F)F)C=C1